NC1=C(C=C2C(=N1)C=C(N2)CN(C(C)=O)C)C N-((5-amino-6-methyl-1H-pyrrolo[3,2-b]pyridin-2-yl)methyl)-N-methylacetamide